BrC=1C=CC=C(C1)C(F)(F)F 5-bromobenzotrifluoride